2-((tert-butoxycarbonyl)(methyl)amino)pentanoic acid C(C)(C)(C)OC(=O)N(C(C(=O)O)CCC)C